C(C)OCCOC1=CC=C2C(C=C(OC2=C1)N1CCOCC1)=O 7-Ethyloxyethoxy-2-morpholin-4-yl-chromen-4-one